3-ethyl-6-heptenoic acid C(C)C(CC(=O)O)CCC=C